FC(C=1C(=C(N)C(=CC1)C=1OCC(N1)(C)C)SC)F 3-(difluoromethyl)-6-(4,4-dimethyl-4,5-dihydro-1,3-oxazol-2-yl)-2-(methylsulfanyl)aniline